(M)-3-chloro-4-((3,5-difluoropyridin-2-yl) methoxy)-5',6-dimethyl-2-oxo-2H-[1,4'-bipyridine]-2'-carboxylate ClC=1C(N(C(=CC1OCC1=NC=C(C=C1F)F)C)C1=CC(=NC=C1C)C(=O)[O-])=O